CC(CC(=O)OC(CCCCCCCCCCC)Cl)C 1-chlorododecyl 3-methylbutanoate